(3R,5R)-5-[2,3-dichloro-6-(methoxymethoxy)phenyl]Pyrrolidine-1,3-dicarboxylic acid 1-tert-butyl 3-methyl ester COC(=O)[C@H]1CN([C@H](C1)C1=C(C(=CC=C1OCOC)Cl)Cl)C(=O)OC(C)(C)C